FC1=CC2=C(C(NS2)=O)C=C1 6-fluorobenzo[d]isothiazol-3(2H)-one